titanium (R)-1,1'-binaphth-2-olate C=1(C(=CC=C2C=CC=CC12)[O-])C1=CC=CC2=CC=CC=C12.[Ti+4].C=1(C(=CC=C2C=CC=CC12)[O-])C1=CC=CC2=CC=CC=C12.C=1(C(=CC=C2C=CC=CC12)[O-])C1=CC=CC2=CC=CC=C12.C=1(C(=CC=C2C=CC=CC12)[O-])C1=CC=CC2=CC=CC=C12